ClC1=C2C=CN=C(C2=C(C=C1)C)N(C(C1=NC=C(C=C1)C=1SC(=NN1)C)=O)[C@H]1CNCCC1 (R)-N-(5-chloro-8-methylisoquinolin-1-yl)-5-(5-methyl-1,3,4-thiadiazol-2-yl)-N-(piperidin-3-yl)picolinamide